C(C)(C)(C)C1=CC=C(C=C1)C(C1=NC(=C(C(=N1)C)C(=O)OC)C)(F)F methyl 2-((4-(tert-butyl) phenyl) difluoromethyl)-4,6-dimethylpyrimidine-5-carboxylate